rac-((1R,2S)-2-(((8-((4-(Difluoromethoxy)phenyl)sulfonyl)-8-azabicyclo[3.2.1]octan-3-yl)amino)methyl)cyclopropyl)methanol FC(OC1=CC=C(C=C1)S(=O)(=O)N1C2CC(CC1CC2)NC[C@@H]2[C@@H](C2)CO)F